ClC1=CC=C2C(=CNC2=C1)C[C@@H]1N(CCC2=CC(=C(C=C12)OC)OC)C=O (S)-1-((6-chloro-1H-indol-3-yl)methyl)-6,7-di-methoxy-3,4-dihydroisoquinoline-2(1H)-formaldehyde